6-bromo-1-ethyl-1H-indazole BrC1=CC=C2C=NN(C2=C1)CC